O(C(=O)C)CCN1C(C(C2=CC=CC=C12)(C)C)\C=C\C=1CCCC2=CC3=CC=C(C=C3OC12)N(CC)CC (E)-1-(2-acetoxyl-ethyl)-2-(2-(6-(diethylamino)-2,3-dihydro-1H-xanthene-4-yl)vinyl)-3,3-dimethyl-3H-indole